C1CC12CCN(CC2)C=2C=C(C=CC2/C(=C/C=2C=C1C=CC=NC1=C(C2)N2CCC(CC2)(F)F)/F)NS(=O)(=O)CCO N-(3-{6-azaspiro[2.5]octane-6-yl}-4-[(1Z)-2-[8-(4,4-difluoropiperidine-1-yl)quinolin-6-yl]-1-fluorovinyl]phenyl)-2-hydroxyethane-1-sulfonamide